N[C@@H](CO)[C@@H](\C=C\CCCCCCCCCCC)O (2S,3R,E)-2-aminohexadec-4-ene-1,3-diol